NCCC(C)C1=CC(=NC=2N1N=C(C2)[C@H]2N(CCCC2)C(=O)OC(C)(C)C)N2CC(C2)OCC2=CC=CC=C2 tert-butyl (2S)-2-{7-(4-aminobutan-2-yl)-5-[3-(benzyloxy)azetidin-1-yl]pyrazolo[1,5-a]pyrimidin-2-yl}piperidine-1-carboxylate